OC[C@H](C1=CC=CC=C1)NC1=NC(=NC=C1C1=NC(=NO1)C)NC1=CC2=C(C(OC2(C)C)=O)C=C1 5-[(4-{[(1S)-2-hydroxy-1-phenylethyl]amino}-5-(3-methyl-1,2,4-oxadiazol-5-yl)pyrimidin-2-yl)amino]-3,3-dimethyl-1,3-dihydro-2-benzofuran-1-one